3,3-dimethyl-N-(1-(3-methylisoxazol-5-yl)-6-(trifluoromethyl)-1H-benzo[d]imidazol-2-yl)butanamide CC(CC(=O)NC1=NC2=C(N1C1=CC(=NO1)C)C=C(C=C2)C(F)(F)F)(C)C